4-(2-hydroxyethyl)cyclohexanol OCCC1CCC(CC1)O